(diazanyl)(methylamino)thiomethanone N(N)C(=O)SNC